[N+](=O)([O-])C1=CC=C(C(=O)NC=2C=C(C=CC2O)C(C)(C)C2=CC(=C(C=C2)O)NC(C2=CC=C(C=C2)[N+](=O)[O-])=O)C=C1 2,2-bis(3-(4-nitrobenzoylamino)-4-hydroxyphenyl)propane